Pentaerythritol tetrakis[3-laurylsulfanyl propionate] C(CCCCCCCCCCC)SCCC(=O)OCC(COC(CCSCCCCCCCCCCCC)=O)(COC(CCSCCCCCCCCCCCC)=O)COC(CCSCCCCCCCCCCCC)=O